Octane-2-carbonitrile CC(CCCCCC)C#N